tetrahexyl-decyl-ascorbic acid C(CCCCC)C([C@@]([C@@]1(C(=C(C(=O)O1)OCCCCCC)O)CCCCCCCCCC)(OCCCCCC)CCCCCC)O